5-Hydroxy-hexadecanoic acid OC(CCCC(=O)O)CCCCCCCCCCC